N=1C=C(N2N=CC=CC21)C#CC=2C=C(C=CC2C)NC(=O)C2=CC=1CCCC(C1C=C2)N2CCNCC2 N-(3-(imidazo[1,2-b]pyridazin-3-ylethynyl)-4-methylphenyl)-5-(piperazin-1-yl)-5,6,7,8-tetrahydronaphthalene-2-carboxamide